8-(Dimethylamino)-1-methyl-4-(3-(3-(methylamino)-1-(thiophen-2-yl)propoxy)phenyl)-1,2,3,4-tetrahydro-5H-pyrido[2,3-e][1,4]diazepin-5-one CN(C=1C=CC2=C(N(CCN(C2=O)C2=CC(=CC=C2)OC(CCNC)C=2SC=CC2)C)N1)C